C(N)(OC(C(=NN(C1=CC(=C(C(=C1)Cl)OC1=CC=C(C=C1)[N+](=O)[O-])Cl)CC)C#N)=O)=O Ethyl-(2-cyano-2-(2-(3,5-dichloro-4-(4-nitrophenoxy) phenyl) hydrazono) acetyl) carbamate